2-ethyl-5-methyl-1-hexanol C(C)C(CO)CCC(C)C